2,4,6-Tris(2-pyridoyl)-s-triazine N1=C(C=CC=C1)C(=O)C1=NC(=NC(=N1)C(=O)C1=NC=CC=C1)C(=O)C1=NC=CC=C1